2,2,2-Trifluoroethyl 2-methyl-2-(7-(4-nitrophenyl)-5-phenyl-5,6-diazaspiro[2.4]hept-6-en-4-yl)propanoate CC(C(=O)OCC(F)(F)F)(C)C1C2(CC2)C(=NN1C1=CC=CC=C1)C1=CC=C(C=C1)[N+](=O)[O-]